NC1=NN2C(C=C(C=C2)C=2C=C(C(=NC2)OC)C(=O)NCC2=C(C=C(C=C2F)F)OCC2CCCC2)=N1 5-{2-amino-[1,2,4]triazolo[1,5-a]pyridin-7-yl}-N-{[2-(cyclopentylmethoxy)-4,6-difluorophenyl]methyl}-2-methoxypyridine-3-carboxamide